(S)-2-((tert-Butoxycarbonyl)(methyl)amino)-4-phenylbutanoic acid C(C)(C)(C)OC(=O)N([C@H](C(=O)O)CCC1=CC=CC=C1)C